1-Methyl-4-(4,4,5,5-tetramethyl-1,3,2-dioxaborol-2-yl)-1H-indole-6-carbonitrile CN1C=CC2=C(C=C(C=C12)C#N)B1OC(C(O1)(C)C)(C)C